FC=1CC2(CCN(CC2)C(=O)OC(C)(C)C)CCC1OS(=O)(=O)C(F)(F)F tert-butyl 8-fluoro-9-(trifluoro-methanesulfonyloxy)-3-azaspiro[5.5]undec-8-ene-3-carboxylate